3-(5-((4-(4-methylthiophen-3-yl)-3,6-dihydropyridin-1(2H)-yl)methyl)-1-oxoisoindolin-2-yl)piperidine-2,6-dione CC=1C(=CSC1)C=1CCN(CC1)CC=1C=C2CN(C(C2=CC1)=O)C1C(NC(CC1)=O)=O